FC=1C=C2C(CNC2=CC1)(C)C 5-fluoro-3,3-dimethyl-indoline